8-methyl-3-(3-(4-(4-(methylsulfonyl)phenyl)piperazin-1-yl)-3-oxopropyl)-3,5-dihydro-4H-pyrimido[5,4-b]indol-4-one CC1=CC=2C3=C(NC2C=C1)C(N(C=N3)CCC(=O)N3CCN(CC3)C3=CC=C(C=C3)S(=O)(=O)C)=O